C(C)OC(=O)C1=CC=2N(C=C1)N=CN2.N(=C=O)C(CCCN=C=O)(N=C=O)N=C=O 1,4-diisocyanato(diisocyanato)butane ethyl-[1,2,4]triazolo[1,5-a]pyridine-7-carboxylate